ClCCCCCCCCCC=C 11-chloro-1-undecene